7-methylsulfonyloxy-4-azaspiro[2.5]octane-4-carboxylic acid tert-butyl ester C(C)(C)(C)OC(=O)N1C2(CC2)CC(CC1)OS(=O)(=O)C